NC=1SC2=C(C1C#N)C(=CC=C2)C=2C1=C(C=3C(=NC=NC3C2F)N2C3CN(CC2CC3)C[C@H](C)O)COC1 2-amino-4-[5-fluoro-1-[3-[(2S)-2-hydroxypropyl]-3,8-diazabicyclo[3.2.1]oct-8-yl]-7,9-dihydrofuro[3,4-f]quinazolin-6-yl]benzothiophen-3-carbonitrile